(S)-6-((3-(1-([1,1'-biphenyl]-4-yl)-2-oxo-1,2-dihydro-3H-imidazo[4,5-b]pyridin-3-yl)pyrrolidin-1-yl)methyl)nicotinic acid C1(=CC=C(C=C1)N1C(N(C2=NC=CC=C21)[C@@H]2CN(CC2)CC2=NC=C(C(=O)O)C=C2)=O)C2=CC=CC=C2